The molecule is a spirocyclic diterpene with formula C20H32 which is produced by a diterpene cyclase gene expressed in an engineered Streptomyces host. It is a diterpene, a spiro compound and a polycyclic olefin. C[C@@H]1CC[C@H](C12CC[C@@H]3C2=C[C@@]4([C@H]3C(CC4)(C)C)C)C